C=C1C(OC(C1)C1=C(C=CC=C1)OCCN1CCOCC1)=O 3-methylene-5-(2-(2-morpholinoethoxy)phenyl)dihydrofuran-2(3H)-one